FC=1C=C(C(=O)OCOC(N(CC=2SC(=NN2)C)C2=NC(=NC(=C2)OC[C@@H]2[C@H](C2)C2=NC=C(C=C2)C)C)=O)C=CC1 ({(2-Methyl-6-{[(1S,2S)-2-(5-methylpyridin-2-yl)cyclopropyl]methoxy}pyrimidin-4-yl)[(5-methyl-1,3,4-thiadiazol-2-yl)methyl]carbamoyl}oxy)methyl 3-fluorobenzoate